tert-butyl 4-(4-(2-(benzyloxy)ethoxy)-2,6-difluorophenyl)piperazine-1-carboxylate C(C1=CC=CC=C1)OCCOC1=CC(=C(C(=C1)F)N1CCN(CC1)C(=O)OC(C)(C)C)F